C[C@H]1[C@@H]([C@@H]2[C@H]([C@@H](O1)OCC=C)OC(O2)(C)C)O allyl 2,3-O-isopropylidene-α-L-rhamnopyranoside